N-[trans-4-({[4-({9-[6-(2,2,2-trifluoroethyl)quinazolin-4-yl]-3,9-diazaspiro[5.5]undec-3-yl}methyl)phenyl]amino}methyl)cyclohexyl]ethanesulfonamide FC(CC=1C=C2C(=NC=NC2=CC1)N1CCC2(CCN(CC2)CC2=CC=C(C=C2)NC[C@@H]2CC[C@H](CC2)NS(=O)(=O)CC)CC1)(F)F